O[C@H](CCNC(OCCC=1SC(=CN1)Br)=O)C 2-(5-bromothiazol-2-yl)ethyl N-[(3S)-3-hydroxybutyl]carbamate